BrCC1=C(C=CC=C1F)F 2-(bromomethyl)-1,3-difluoro-benzene